C(C)N1C=NC(=C1)C1=NC2=NC=CC=C2C=C1 2-(1-ethyl-1H-imidazol-4-yl)-1,8-naphthyridine